C(CCCCCCCCCCCCCCCC)OB(O)O heptadecyl-boric acid